4-(2-oxo-1,4-dihydroquinazolin-3(2H)-yl)piperidine-1-carboxamide O=C1NC2=CC=CC=C2CN1C1CCN(CC1)C(=O)N